OC1(C(=O)C2=CC=CC=C2)C(C=CC=C1)CCCCCCCl 1-hydroxychlorohexyl-benzophenone